Aminopropyl ether NCCCOCCCN